C(C=C)(=O)OCCC[Si](OC)(OC)C acryloyl-oxypropyl-methyl-dimethoxysilane